C(C)(C)(C)OC(=O)NCCOC1=C(C=CC=C1)C=1C(=CC(=C(C1)CSC=1C=C(C(=O)OC)C=C(C1OC)Cl)F)F methyl 3-[[5-[2-[2-(tert-butoxycarbonylamino)ethoxy]phenyl]-2,4-difluoro-phenyl]methylsulfanyl]-5-chloro-4-methoxybenzoate